3-(butoxy (methyl) phosphoryl)-1-cyano-propyl acetate C(C)(=O)OC(CCP(=O)(C)OCCCC)C#N